S1NN=CC=C1 2H-thiadiazine